The molecule is a carbohydrate acid derivative anion that is the conjugate base of 2-O-[6-O-octanoyl-alpha-D-glucosyl-(1->6)-alpha-D-glucosyl]-D-glyceric acid arising from deprotonation of the carboxy group; major species at pH 7.3. It is a carbohydrate acid derivative anion and a hydroxy monocarboxylic acid anion. It is a conjugate base of a 2-O-[6-O-octanoyl-alpha-D-glucosyl-(1->6)-alpha-D-glucosyl]-D-glyceric acid. CCCCCCCC(=O)OC[C@@H]1[C@H]([C@@H]([C@H]([C@H](O1)OC[C@@H]2[C@H]([C@@H]([C@H]([C@H](O2)O[C@H](CO)C(=O)[O-])O)O)O)O)O)O